(2R,4R)-6-chloro-7-fluoro-4-hydroxy-N-[(1r,4R)-4-{4-[3-(trifluoromethoxy)propoxy]-1H-pyrazol-1-yl}cyclohexyl]-3,4-dihydro-2H-1-benzopyran-2-carboxamide ClC=1C(=CC2=C([C@@H](C[C@@H](O2)C(=O)NC2CCC(CC2)N2N=CC(=C2)OCCCOC(F)(F)F)O)C1)F